Methyl (S)-3-(4'-bromo-2'-methyl-6'-(pent-4-en-1-yloxy)-[1,1'-biphenyl]-3-yl)-3-((R)-2-((methylsulfonyl)oxy)pent-4-enamido)propanoate BrC1=CC(=C(C(=C1)OCCCC=C)C1=CC(=CC=C1)[C@H](CC(=O)OC)NC([C@@H](CC=C)OS(=O)(=O)C)=O)C